pyrazolo[4,3-d]-pyrimidine N1N=CC=2N=CN=CC21